NC1=NC=C(C=N1)NC(OC1=CC=CC=C1)=O phenyl N-(2-aminopyrimidin-5-yl)carbamate